methyl 2-[3-[[tert-butyl(dimethyl)silyl] oxymethyl]-5-methyl-pyrazol-1-yl]acetate [Si](C)(C)(C(C)(C)C)OCC1=NN(C(=C1)C)CC(=O)OC